N-ethyl-5-fluoro-2-((5-(2-((R)-6-(((R)-2-hydroxy-3-methoxypropyl)(methyl)amino)-2-methylhexan-3-yl)-2,6-diazaspiro[3.4]octan-6-yl)-1,2,4-triazin-6-yl)oxy)-N-isopropylbenzamide C(C)N(C(C1=C(C=CC(=C1)F)OC1=C(N=CN=N1)N1CC2(CN(C2)[C@@H](C(C)C)CCCN(C)C[C@H](COC)O)CC1)=O)C(C)C